N-(2-(((6-Bromopyridin-3-yl)methyl)amino)ethyl)isoquinoline-5-sulfonamide BrC1=CC=C(C=N1)CNCCNS(=O)(=O)C=1C=2C=CN=CC2C=CC1